zirconium tri-isopropoxide CC([O-])C.CC([O-])C.CC([O-])C.[Zr+3]